4-[4-[[(3R,4R)-4-amino-tetrahydro-2H-pyran-3-yl]methylamino]-5-chloro-6-oxopyridazin-1(6H)-yl]-N-phenylpiperidine-1-sulfonamide N[C@H]1[C@H](COCC1)CNC=1C=NN(C(C1Cl)=O)C1CCN(CC1)S(=O)(=O)NC1=CC=CC=C1